BrC=1C=NC(=NC1)N[C@H](C(=O)O)CCN(CCCCC1=NC=2NCCCC2C=C1)C1CC1 (S)-2-((5-bromopyrimidin-2-yl)amino)-4-(cyclopropyl(4-(5,6,7,8-tetrahydro-1,8-naphthyridin-2-yl)butyl)amino)butanoic acid